Cl.Cl.C(C)(C)(C)NC1CNCC1 N-(tert-butyl)pyrrolidin-3-amine 2HCl